FC=1C=C(OC2=C3C(C(C3=C(C=C2)S(=O)(=O)C)O)F)C=C(C1)F 2-(3,5-difluorophenoxy)-8-fluoro-5-methylsulfonylbicyclo[4.2.0]octa-1,3,5-triene-7-ol